FC1([C@@H]2C([C@](N(C1)CC2)(COC)CO)=O)F (1S,2R,4S)-5,5-difluoro-2-(hydroxymethyl)-2-(methoxymethyl)quinuclidin-3-one